9H-fluoren-9-ylmethyl N-[(1S)-1-[[(1S)-2-[4-[[tert-butyl(dimethyl)silyl]oxymethyl]-3-iodo-anilino]-1-methyl-2-oxo-ethyl]carbamoyl]-2-methyl-propyl]carbamate [Si](C)(C)(C(C)(C)C)OCC1=C(C=C(NC([C@H](C)NC(=O)[C@H](C(C)C)NC(OCC2C3=CC=CC=C3C=3C=CC=CC23)=O)=O)C=C1)I